C(CCCCCCC)C1=C(C=CC(=C1)C(=O)O)C1=CC=CC=C1 octyl-[1,1'-biphenyl]-4-carboxylic acid